(R)-1-oxo-1-(thiazolo[4',5':4,5]benzo[1,2-d]oxazol-6-ylamino)propan-2-yl 2-nitrobenzenesulfonate [N+](=O)([O-])C1=C(C=CC=C1)S(=O)(=O)O[C@@H](C(NC=1SC=2C(=CC3=C(N=CO3)C2)N1)=O)C